4-(3-((2-((3-methyl-1-(1-methylpiperidin-4-yl)-1H-pyrazol-4-yl)amino)-5-(trifluoromethyl)pyrimidin-4-yl)amino)propyl)-1,4-oxazepan-3-one CC1=NN(C=C1NC1=NC=C(C(=N1)NCCCN1C(COCCC1)=O)C(F)(F)F)C1CCN(CC1)C